(2S,5R)-7-oxo-2-(2-((R)-piperidine-3-carbonyl)hydrazine-1-carbonyl)-1,6-diazabicyclo[3.2.1]octan-6-yl sulfate S(=O)(=O)(ON1[C@@H]2CC[C@H](N(C1=O)C2)C(=O)NNC(=O)[C@H]2CNCCC2)[O-]